4-(((R)-1-(3,3-difluoro-2,3-dihydrobenzofuran-7-yl)ethyl)amino)-2-methyl-6-((S)-3-(trifluoromethyl)tetrahydrofuran-3-yl)-2,6-dihydropyrido[3,4-d]pyridazine-1,7-dione FC1(COC2=C1C=CC=C2[C@@H](C)NC2=NN(C(C=1C2=CN(C(C1)=O)[C@@]1(COCC1)C(F)(F)F)=O)C)F